ClC1=CC=C(C=C1)C1=C(CCC(C1)(C)C)CN1CCN(CC1)NC=1C=C2CN(C(C2=CC1)=O)C1C(NC(CC1)=O)=O 3-(5-((4-((4'-chloro-5,5-dimethyl-3,4,5,6-tetrahydro-[1,1'-biphenyl]-2-yl)methyl)piperazin-1-yl)amino)-1-oxoisoindolin-2-yl)piperidine-2,6-dione